(3S)-3-{[N-(4-methoxy-2,3-dihydro-1H-indole-2-carbonyl)-L-leucyl]amino}-2-oxo-4-[(3S)-2-oxopiperidin-3-yl]butyl 2,4,6-trimethylpyridine-3-carboxylate CC1=NC(=CC(=C1C(=O)OCC([C@H](C[C@H]1C(NCCC1)=O)NC([C@@H](NC(=O)C1NC2=CC=CC(=C2C1)OC)CC(C)C)=O)=O)C)C